6-(2-methoxy-4-(piperazin-1-ylmethyl)benzyl)pyridine COC1=C(CC2=CC=CC=N2)C=CC(=C1)CN1CCNCC1